6-((1R,2S)-2-(5-methyl-1,3,4-oxadiazol-2-yl)cyclobutyl)-4-oxo-1-((S)-1-(6-(trifluoromethyl)-pyridin-3-yl)ethyl)-4,5-dihydro-1H-pyrazolo[3,4-d]pyrimidine-3-carbonitrile CC1=NN=C(O1)[C@@H]1[C@@H](CC1)C=1NC(C2=C(N1)N(N=C2C#N)[C@@H](C)C=2C=NC(=CC2)C(F)(F)F)=O